4'-(trifluoromethoxy)-N-(4-(trifluoromethoxy)phenyl)-[1,1'-biphenyl]-4-sulfonamide FC(OC1=CC=C(C=C1)C1=CC=C(C=C1)S(=O)(=O)NC1=CC=C(C=C1)OC(F)(F)F)(F)F